N-(4-(2,4-difluorophenoxy)-3-(2-(4-(3-hydroxypropoxy)phenyl)-5-methyl-4-oxo-4,5-Dihydrofuro[3,2-c]pyridin-7-yl)phenyl)ethylsulfonamide FC1=C(OC2=C(C=C(C=C2)CCNS(=O)=O)C=2C3=C(C(N(C2)C)=O)C=C(O3)C3=CC=C(C=C3)OCCCO)C=CC(=C1)F